2,5-dimethyl-N-(oxetan-3-yl)benzAmide CC1=C(C(=O)NC2COC2)C=C(C=C1)C